p-tolylsulfonyl-formonitrile C1(=CC=C(C=C1)S(=O)(=O)C#N)C